rel-(1R,4S)-2-(((5-(trifluoromethyl)pyridin-2-yl)methyl)amino)-2-azabicyclo[2.2.1]heptan-3-one FC(C=1C=CC(=NC1)CNN1[C@@H]2CC[C@H](C1=O)C2)(F)F |o1:11,14|